(S)-N1-methyl-4-(5-(2-methylmorpholino)benzo[d]oxazol-2-yl)-2,7-naphthyridin-1,6-diamine CNC1=NC=C(C2=CC(=NC=C12)N)C=1OC2=C(N1)C=C(C=C2)N2C[C@@H](OCC2)C